OC=1C(=C(C(=CC1)C)NC(=O)C1=CN=C(S1)NC1=NN(C=C1C)C(C(=O)O)COC)C 2-[3-[[5-[(3-hydroxy-2,6-dimethyl-phenyl)carbamoyl]thiazol-2-yl]amino]-4-methyl-pyrazol-1-yl]-3-methoxy-propanoic acid